BrC1CCC2=C(NC1=O)C=CC=C2F 3-bromo-6-fluoro-1,3,4,5-tetrahydro-2H-benzo[b]azepin-2-one